BrC1=C(C=C2C(=NC=NC2=C1)Cl)Cl 7-bromo-4,6-dichloro-quinazoline